ClC=1C(=NC=C(C1COC=1C=C2C(=NC1)NN=C2C)F)NS(=O)(=O)C=2C(=NC=C(C2)F)OC N-[3-chloro-5-fluoro-4-[([3-methyl-1H-pyrazolo[3,4-b]pyridin-5-yl]oxy)methyl]pyridin-2-yl]-5-fluoro-2-methoxypyridine-3-sulfonamide